C1(CC1)N1N=CC(=C1)[C@@H]1O[C@@H](C[C@@H](C1)C1=NC2=NC(=CN=C2C(=N1)C12CC(C1)(C2)C)C)C 2-((2R,4S,6R)-2-(1-cyclopropyl-1H-pyrazol-4-yl)-6-methyltetrahydro-2H-pyran-4-yl)-7-methyl-4-(3-methylbicyclo[1.1.1]pentan-1-yl)pteridine